(3R)-3-amino-5-[(4-chlorophenyl)methyl]-8-fluoro-1-oxo-7-[5-[2-(trifluoromethyl)morpholin-4-yl]-1,2,4-oxadiazol-3-yl]-2,3-dihydro-1lambda4,5-benzothiazepin-4-one N[C@H]1CS(C2=C(N(C1=O)CC1=CC=C(C=C1)Cl)C=C(C(=C2)F)C2=NOC(=N2)N2CC(OCC2)C(F)(F)F)=O